3-(5-((2-(2-(6-oxa-3-azabicyclo[3.1.1]heptane-3-yl)ethoxy)ethyl)amino)-2-methyl-4-oxoquinazolin-3(4H)-yl)piperidine-2,6-dione C12CN(CC(O1)C2)CCOCCNC2=C1C(N(C(=NC1=CC=C2)C)C2C(NC(CC2)=O)=O)=O